7-Ethyl-4-(4-fluoro-3-(8-(methoxymethyl)-3-methyl-[1,2,4]triazolo[4,3-a]pyridin-7-yl)phenyl)-7H-imidazo[4,5-c]pyridazine C(C)N1C=NC2=C1N=NC=C2C2=CC(=C(C=C2)F)C2=C(C=1N(C=C2)C(=NN1)C)COC